[N+](=[N-])=[SiH2] diazosilane